FC1=CC(=C(C=C1)[C@@H]1[C@@H](O[C@@]([C@H]1C)(C(F)(F)F)C)C(=O)NC1=CC(=NC=C1)C(=O)N)O (2R,3R,4S,5S)-4-[[3-(4-fluoro-2-hydroxy-phenyl)-4,5-dimethyl-5-(trifluoromethyl)tetrahydrofuran-2-carbonyl]amino]pyridine-2-carboxamide